(R)-ethyl 3-amino-2-(((benzyloxy)carbonyl)amino)propanoate NC[C@H](C(=O)OCC)NC(=O)OCC1=CC=CC=C1